C1(=C(C=CC=C1)C=1C(=C(C(=C(C1)C1=CC=CC=C1)C1=CC=CC=2SC3=C(C21)C=CC=C3)C3=NN=NC=C3)C3=C(C=CC=C3)C3=CC=CC=C3)C3=CC=CC=C3 bis(biphenylyl)[triazinyl](dibenzothiophenyl)biphenyl